[Si](C1=CC=CC=C1)(C1=CC=CC=C1)(C(C)(C)C)OC[C@H](CC=O)C=C (R)-3-(((TERT-BUTYLDIPHENYLSILYL)OXY)METHYL)PENT-4-ENAL